(E)-N-isobutyldec-2-enamide C(C(C)C)NC(\C=C\CCCCCCC)=O